C(C)(C)(C)OC(=O)N[C@H](C(=O)OCN1C(CCCC1=O)=O)C(C)C 2,6-dioxopiperidin-1-ylmethyl (S)-2-tert-butoxycarbonylamino-3-methylbutanoate